dimethylpropynyl carbamate C(N)(OC#CC(C)C)=O